C(#C)C1=C2C(=CC=CC2=CC=C1F)C1=C(C=2N=C(N=CC2C(=N1)N1N(CCC1)C)OC[C@]12CCCN2C[C@@H](C1)F)F 5-ethynyl-6-fluoro-4-(8-fluoro-2-(((2R,7aS)-2-fluorotetrahydro-1H-pyrrolizin-7a(5H)-yl)methoxy)-5-(2-methylpyrazolidin-1-yl)pyrido[4,3-d]pyrimidin-7-yl)naphthalen